C1(=CC=CC=C1)CC(=O)NC=1SC(=NN1)N1C[C@H](CC1)OC=1SC(=NN1)NC(CC1=CC=CC=C1)=O (S)-2-Phenyl-N-(5-(3-((5-(2-phenylacetamido)-1,3,4-thiadiazol-2-yl)oxy)pyrrolidin-1-yl)-1,3,4-thiadiazol-2-yl)acetamide